(S)-N-(1-(3,3-difluorocyclopentyl)-2-oxo-1,2-dihydropyridin-3-yl)-4-((2-hydroxyethyl)sulfonamido)-2-(6-azaspiro[2.5]octan-6-yl)benzamide FC1(C[C@H](CC1)N1C(C(=CC=C1)NC(C1=C(C=C(C=C1)NS(=O)(=O)CCO)N1CCC2(CC2)CC1)=O)=O)F